N-(4-(4-(morpholine-4-sulfonylamino)phenyl)-1H-pyrrolo[2,3-b]pyridin-6-yl)cyclopropylcarboxamide N1(CCOCC1)S(=O)(=O)NC1=CC=C(C=C1)C1=C2C(=NC(=C1)NC(=O)C1CC1)NC=C2